N-(6-(piperazin-1-yl)quinolin-8-yl)pyrazine-2-carboxamide N1(CCNCC1)C=1C=C2C=CC=NC2=C(C1)NC(=O)C1=NC=CN=C1